CC=1[C@@H](C[C@@H]([C@H](C1)C)C)CC=O 2-[(1S,4R,5S)-2,4,5-trimethylcyclohex-2-en-1-yl]acetaldehyde